OC=1C=CC(=C(C1)C=1C(=C(N=C2[C@H]3C([C@@H](CC12)C3)(C)C)N3CC1(CN(C1)C(C=C)=O)CC3)C#N)C (P)-(1R,9R)-6-(5-hydroxy-2-methylphenyl)-10,10-dimethyl-4-(2-(2-propenoyl)-2,6-diazaspiro[3.4]octan-6-yl)-3-azatricyclo[7.1.1.02,7]undeca-2,4,6-triene-5-carbonitrile